tris(trimethylsiloxy)(vinyl)silane C[Si](O[Si](C=C)(O[Si](C)(C)C)O[Si](C)(C)C)(C)C